ClC1=C(C=C(C(=C1)N1CCC(CC1)N1CCN(CC1)C)Cl)NC1=NC=C(C(=N1)NC1=CC2=C(CCO2)C=C1N(S(=O)(=O)C)C)C(F)(F)F N-(6-((2-((2,5-dichloro-4-(4-(4-methylpiperazin-1-yl)piperidin-1-yl)phenyl)amino)-5-(trifluoromethyl)pyrimidin-4-yl)amino)-2,3-dihydrobenzofuran-5-yl)-N-methylmethanesulfonamide